CCCCC/C=C\C/C=C\CCCCCCCCCC(=O)OC[C@H](COP(=O)(O)OC[C@@H](C(=O)O)N)OC(=O)CCC/C=C\C/C=C\C/C=C\C/C=C\C/C=C\CC 1-(11Z,14Z-eicosadienoyl)-2-(5Z,8Z,11Z,14Z,17Z-eicosapentaenoyl)-glycero-3-phosphoserine